N-((1s,4s)-4-((3-(methylthio)-7-morpholino-1,6-naphthyridin-5-yl)oxy)cyclohexyl)pyrimidin-2-amine CSC=1C=NC2=CC(=NC(=C2C1)OC1CCC(CC1)NC1=NC=CC=N1)N1CCOCC1